bis(3-carboxy-2-methylpropyloxy)-1,1'-binaphthyl C(=O)(O)CC(COC=1C(=C(C2=CC=CC=C2C1)C1=CC=CC2=CC=CC=C12)OCC(CC(=O)O)C)C